BrCC(=O)OC(C)(C)C tert-butyl α-bromoacetate